C(C)(C)(C)OC(=O)N[C@H](CCN1CCC(CC1)C(=O)OC)C1=CC=C(C=C1)C=1C=NC(=C(C1)F)O methyl (R)-1-(3-((tert-butoxy carbonyl)amino)-3-(4-(5-fluoro-6-hydroxypyridin-3-yl)phenyl)propyl)piperidine-4-carboxylate